C1=C(C=C(C2=C1C(=O)C(=O)C=C2O)O)O The molecule is a hydroxy-1,4-naphthoquinone that is 1,4-naphthoquinone having three hydroxy substituents placed at the 2-, 5- and 7-positions. It has a role as an Aspergillus metabolite. It is a conjugate acid of a flaviolin-2-olate.